FC1(CCS(C2=C1C=CC=C2NC(C)=O)(=O)=O)F N-(4,4-difluoro-1,1-dioxo-3,4-dihydro-2H-1λ6-benzothiopyran-8-yl)acetamide